N1=C(C=CC=C1)CN.[Hf] hafnium picolinamine